5-(methylsulfanyl)-3H-[1,2,3]triazolo[4,5-d]pyrimidin-7-amine CSC=1N=C(C2=C(N1)NN=N2)N